(R)-1-(3-chloro-2-fluorophenyl)ethanamine ClC=1C(=C(C=CC1)[C@@H](C)N)F